N-(2-(methylamino)ethyl)-N-(4-nitrophenyl)methanesulfonamide CNCCN(S(=O)(=O)C)C1=CC=C(C=C1)[N+](=O)[O-]